OC(C1=CNC2=C1C1=C(NC([C@](N1)(C)COC)=O)C=N2)C2=CC=CC=C2 (2S)-9-(hydroxy(phenyl)methyl)-2-(methoxymethyl)-2-methyl-1,2,4,7-tetrahydro-3H-pyrrolo[3',2':5,6]Pyrido[3,4-b]Pyrazin-3-one